ClC1=CC2=C(N(C(=N2)CNN2C(CCC2)=O)C)C=C1 1-(((5-chloro-1-methyl-1H-benzo[d]imidazol-2-yl)methyl)amino)pyrrolidin-2-one